(S)-6-(6-chloro-2,8-difluoro-4-(3-methylmorpholino)quinazolin-7-yl)-N,N-bis(4-methoxybenzyl)-4-methylpyridin-2-amine ClC=1C=C2C(=NC(=NC2=C(C1C1=CC(=CC(=N1)N(CC1=CC=C(C=C1)OC)CC1=CC=C(C=C1)OC)C)F)F)N1[C@H](COCC1)C